BrC=1C(=CC2=C(N=C(O2)C2CCOCC2)C1)N 5-bromo-2-(tetrahydro-2H-pyran-4-yl)benzo[d]oxazol-6-amine